ClC=1N=CC2=C(N1)N(CC21CC1)C1=CC=C(C=C1)OC1=CC=CC=C1 2-chloro-7-(4-phenoxyphenyl)spiro[6H-pyrrolo[2,3-d]pyrimidine-5,1'-cyclopropane]